FC(C1=CC=C(CSC2=C(N=NN2)C(=O)O)C=C1)(F)F 5-((4-(trifluoromethyl)benzyl)thio)-1H-1,2,3-triazole-4-carboxylic acid